5-Amino-1-(4,4-difluorocyclohexyl)-3-[4-[[(2-methoxybenzoyl)amino]methyl]phenyl]pyrazole-4-carboxamide NC1=C(C(=NN1C1CCC(CC1)(F)F)C1=CC=C(C=C1)CNC(C1=C(C=CC=C1)OC)=O)C(=O)N